[(1R,2S,4R)-4-({5-[(4-benzyl-5-chloro-2-thienyl)carbonyl]pyrimidin-4-yl}amino)-2-hydroxycyclopentyl]methyl sulfamate S(N)(OC[C@@H]1[C@H](C[C@@H](C1)NC1=NC=NC=C1C(=O)C=1SC(=C(C1)CC1=CC=CC=C1)Cl)O)(=O)=O